1,4-dimethylimidazol CN1C=NC(=C1)C